5-Ethyl-3-iodo-1-methyl-1H-pyrrolo[3,2-c]pyridin-4(5H)-one C(C)N1C(C2=C(C=C1)N(C=C2I)C)=O